(R)-4-(3-cyano-6-(1-methyl-1H-pyrazol-4-yl)pyrazolo[1,5-a]pyridin-4-yl)-2-methylpiperazine-1-carboxylic acid tert-butyl ester C(C)(C)(C)OC(=O)N1[C@@H](CN(CC1)C=1C=2N(C=C(C1)C=1C=NN(C1)C)N=CC2C#N)C